7-(2-methoxyethoxy)-1,5-naphthyridin-4-ol COCCOC1=CN=C2C(=CC=NC2=C1)O